6-(3-cyclopropyl-3-hydroxypropan-1-yn-1-yl)-4-(6-(6-((6-methoxypyridin-3-yl)methyl)-3,6-diazabicyclo[3.1.1]Heptane-3-yl)pyridin-3-yl)pyrazolo[1,5-a]Pyridine-3-carbonitrile C1(CC1)C(C#CC=1C=C(C=2N(C1)N=CC2C#N)C=2C=NC(=CC2)N2CC1N(C(C2)C1)CC=1C=NC(=CC1)OC)O